N-(4-((4-(4-(2,6-dioxopiperidin-3-yl)-3-fluorobenzyl)piperazin-1-yl)methyl)-3-(trifluoromethyl)phenyl)-3-(imidazo[1,2-b]pyridazin-3-ylethynyl)-4-methylbenzamide O=C1NC(CCC1C1=C(C=C(CN2CCN(CC2)CC2=C(C=C(C=C2)NC(C2=CC(=C(C=C2)C)C#CC2=CN=C3N2N=CC=C3)=O)C(F)(F)F)C=C1)F)=O